4-[6-amino-1-[(2-fluoro-4-nitro-phenyl)methyl]pyrazolo[3,4-d]pyrimidine-4-yl]pyridine-2-carbonitrile NC1=NC(=C2C(=N1)N(N=C2)CC2=C(C=C(C=C2)[N+](=O)[O-])F)C2=CC(=NC=C2)C#N